6-(4-phenyl-4,5-dihydro-1H-pyrazole-3-yl)nicotinonitrile C1(=CC=CC=C1)C1C(=NNC1)C1=NC=C(C#N)C=C1